1-(4-(2-(4-bromophenyl)-propan-2-yl)thiazol-2-yl)-3-((5-(piperazin-1-yl)pyrazin-2-yl)methyl)urea BrC1=CC=C(C=C1)C(C)(C)C=1N=C(SC1)NC(=O)NCC1=NC=C(N=C1)N1CCNCC1